2-diphenylmethylthioethylamine hydrochloride Cl.C1(=CC=CC=C1)C(SCCN)C1=CC=CC=C1